C1(CCCC1)NC(=O)C1=CC2=C(CN(C2)C2=NOC(C2)(C(F)(F)F)C2=CC(=C(C(=C2)Cl)F)Cl)S1 N-cyclopentyl-5-(5-(3,5-dichloro-4-fluorophenyl)-5-(trifluoromethyl)-4,5-dihydroisoxazol-3-yl)-5,6-dihydro-4H-thieno[2,3-c]pyrrole-2-carboxamide